2-fluoro-N-(2-oxo-1H-pyridin-4-yl)-4-(trifluoromethyl)benzamide FC1=C(C(=O)NC2=CC(NC=C2)=O)C=CC(=C1)C(F)(F)F